ClC1=C(C(=O)O)C=C(C(=N1)Cl)Cl 2,5,6-Trichloronicotinic acid